ClC=1C(=C(C(=CC1)C(F)F)C1=CN=CC(=N1)C(=O)NC=1C=NN(C1)[C@@H](C)C1=NC=C(C=C1C)N1C([C@@H]2C[C@@H]2C1)=O)F |o1:24| 6-(3-Chloro-6-(difluoromethyl)-2-fluorophenyl)-N-(1-((S or R)-1-(3-methyl-5-((1R,5S)-2-oxo-3-azabicyclo[3.1.0]hexan-3-yl)pyridin-2-yl)ethyl)-1H-pyrazol-4-yl)pyrazine-2-carboxamide